(Z)-1-bromo-4-undecene BrCCC\C=C/CCCCCC